C(#N)C=1C(=NC=CC1)N cyano-2-aminopyridine